CCC(CC(C)(O)C)O 1,4-dimethyl-2,4-pentanediol